CS(=O)(C)=NCCOC1=CC=2N(C(=C1)C=1C=NC(=CC1)F)C(=CN2)C#N 7-(2-((dimethyl(oxo)-λ6-sulfanylidene)amino)ethoxy)-5-(6-fluoropyridin-3-yl)imidazo[1,2-a]pyridine-3-carbonitrile